C(C)C1=CC=C(C=C1)N=C1SC=C(N1)C1=CC=C(C=C1)F 2-(4-Ethylphenylimino)-4-(4-fluorophenyl)thiazole